1H-pyrrolo[2,3-f]quinoline-2,3-dione N1C(C(C=2C1=C1C=CC=NC1=CC2)=O)=O